BrC=1C(=C2C(=NC1)NC(=N2)C2=C(N(C(=C2)C)C2=CC(=CC=C2)S(=O)(=O)N2CCOCC2)C)N[C@@H]2CN(CC2)S(=O)(=O)CC (S)-6-bromo-2-(2,5-dimethyl-1-(3-(morpholinosulfonyl)phenyl)-1H-pyrrol-3-yl)-N-(1-(ethylsulfonyl)pyrrolidin-3-yl)-3H-imidazo[4,5-b]pyridin-7-amine